CC=1C(=NC(=NC1)NC1=CC=C(C(=O)N)C=C1)NC=1C=CC2=C(N(C(O2)=O)C(CC)=O)C1 4-[5-Methyl-4-(2-oxo-3-propionyl-2,3-dihydro-benzooxazol-5-ylamino)-pyrimidin-2-ylamino]-benzamide